ClC=1C=C2C(=NC=NC2=CC1C1=C2CCCNC2=CC=C1)N1CCN(CC1)C(C=C)=O 1-(4-(6-chloro-7-(1,2,3,4-tetrahydroquinolin-5-yl)quinazolin-4-yl)piperazin-1-yl)prop-2-en-1-one